6-chloro-4-((2,5-dimethyl-4,5-dihydropyrazolo[1,5-a]pyrido[3,4-e]pyrazin-6-yl)amino)-N-(methyl-d3)pyridazine-3-carboxamide ClC1=CC(=C(N=N1)C(=O)NC([2H])([2H])[2H])NC1=NC=CC2=C1N(CC=1N2N=C(C1)C)C